4-hydrazono-2,4-dihydroindeno[1,2-c]pyrazole N(N)=C1C2=CC=CC=C2C2=NNC=C21